2-((6-(4-fluoro-1H-pyrazol-1-yl)pyridin-3-yl)methyl)-2,9-diazaspiro[5.5]undecan-1-one FC=1C=NN(C1)C1=CC=C(C=N1)CN1C(C2(CCC1)CCNCC2)=O